C(C1=CC=CC=C1)OC(=O)N1CCN(CC1)C(=O)[C@H]1NC[C@@H](C1)O 4-[(2S,4R)-4-hydroxypyrrolidine-2-carbonyl]piperazine-1-carboxylic acid benzyl ester